(2R,4R)-tert-butyl 2-((2-((4,4-difluorocyclohexyl)amino)-1-(5-fluoropyridin-3-yl)-2-oxoethyl)(3-methyl-1H-indol-6-yl)carbamoyl)-4-hydroxypyrrolidine-1-carboxylate FC1(CCC(CC1)NC(C(C=1C=NC=C(C1)F)N(C(=O)[C@@H]1N(C[C@@H](C1)O)C(=O)OC(C)(C)C)C1=CC=C2C(=CNC2=C1)C)=O)F